4-(8-dimethylamino-2-oxo-8-phenyl-1,3-diazaspiro[4.5]decan-3-yl)-3-fluoro-benzonitrile CN(C1(CCC2(CN(C(N2)=O)C2=C(C=C(C#N)C=C2)F)CC1)C1=CC=CC=C1)C